5-bromo-2-phenyl-1,3-oxazole BrC1=CN=C(O1)C1=CC=CC=C1